dimethylsilylene(2,6,6-trimethyl-1,5,6,7-tetrahydro-s-indacen-1-yl)(tert-butylamino)titanium C[Si](=[Ti](NC(C)(C)C)C1C(=CC2=CC=3CC(CC3C=C12)(C)C)C)C